CC1=C(C(=C(C1([Zr](N(C)C)(N(C)C)N(C)C)C)C)C)C pentamethylcyclopentadienyl-tri(dimethylamino)zirconium